S1C(=CC=C1)C=1C=CC(N(N1)CC1=CC(=CC=C1)C(F)(F)F)=O 6-(thiophen-2-yl)-2-(3-(trifluoromethyl)benzyl)pyridazin-3(2H)-one